FC1=CC=C(CCNC2=CC3=CC=CC=C3C=C2)C=C1 N-(4-fluorophenethyl)-2-naphthylamine